CC1(OB(OC1(C)C)[C@@H]1[C@H](C1)C1=CC=C(C#N)C=C1)C 4-((1S,2S)-2-(4,4,5,5-tetramethyl-1,3,2-dioxaborolan-2-yl)cyclopropyl)benzonitrile